2-(2-Bromooctyl)-6-methylpyridine BrC(CC1=NC(=CC=C1)C)CCCCCC